C(C)(C)(C)OC(=O)N1C[C@@H](CCC1)C(NC1=NN(C2=CC=C(C=C12)C1=C(C=C(C=C1)OC)C(F)(F)F)C(C1=CC=CC=C1)(C1=CC=CC=C1)C1=CC=CC=C1)=O (3R)-3-({5-[4-methoxy-2-(trifluoromethyl)phenyl]-1-trityl-1H-indazol-3-yl}carbamoyl)piperidine-1-carboxylic acid tert-butyl ester